BrC=1C=C2C(=NC1)N(C=C2C)S(=O)(=O)C2=CC=C(C)C=C2 5-bromo-3-methyl-1-tosyl-1H-pyrrolo[2,3-b]pyridine